(S)-2-(2,5-difluoro-4-(6-((2-fluoro-4-((1-methyl-1H-imidazol-5-yl)ethynyl)benzyl)oxy)pyridin-2-yl)benzyl)-1-(oxetan-2-ylmethyl)-1H-benzo[d]imidazole-6-carboxylic acid FC1=C(CC2=NC3=C(N2C[C@H]2OCC2)C=C(C=C3)C(=O)O)C=C(C(=C1)C1=NC(=CC=C1)OCC1=C(C=C(C=C1)C#CC1=CN=CN1C)F)F